4-(2-(4-chloro-2-methylphenoxy)-4-methyl-5-nitrophenyl)-6-methyl-1,6-dihydro-7H-pyrrolo[2,3-c]pyridin-7-one ClC1=CC(=C(OC2=C(C=C(C(=C2)C)[N+](=O)[O-])C=2C3=C(C(N(C2)C)=O)NC=C3)C=C1)C